2-[1-(2,2-difluoroethyl)-3-methyl-1H-pyrazolo[3,4-b]pyrazin-6-yl]-7-[2-(trifluoromethyl)pyridin-4-yl]-2,7-diazaspiro[4.4]nonane FC(CN1N=C(C=2C1=NC(=CN2)N2CC1(CC2)CN(CC1)C1=CC(=NC=C1)C(F)(F)F)C)F